(1-methoxy-2-(methoxymethyl)-5-methylhexan-2-yl)Cyclopentane COCC(CCC(C)C)(COC)C1CCCC1